(3-(2-([1,1'-biphenyl]-2-yl)vinyl)-1H-indazol-5-yl)(7-methyl-2,7-diazaspiro[3.5]nonan-2-yl)methanone C1(=C(C=CC=C1)C=CC1=NNC2=CC=C(C=C12)C(=O)N1CC2(C1)CCN(CC2)C)C2=CC=CC=C2